OCCCCCCO 1,6-dihydroxyhexane